7-chloro-5-(7-(difluoromethyl)-6-(1-methyl-1H-pyrazol-4-yl)-3,4-dihydroquinolin-1(2H)-yl)-1,3-dimethyl-1,6-naphthyridin-2(1H)-one ClC1=NC(=C2C=C(C(N(C2=C1)C)=O)C)N1CCCC2=CC(=C(C=C12)C(F)F)C=1C=NN(C1)C